C(C)(=O)OC1(CCC2C3CCC4=CC(CCC4=C3C(CC12C)C1=CC=C(C=C1)N(CCCCCC=O)C)=O)C(C)=O 17-acetyl-13-methyl-11-(4-(methyl(6-oxohexyl)amino) phenyl)-3-oxo-2,3,6,7,8,11,12,13,14,15,16,17-dodecahydro-1H-cyclopenta[a]phenanthren-17-yl acetate